O=C1N2C(=NN1C1CC(C1)C=1C=3N(C(=CC1)C#N)N=CC3)CC[C@H]2C2=CC=CC=C2 4-((1R,3S)-3-((S)-3-oxo-5-phenyl-6,7-dihydro-3H-pyrrolo[2,1-c][1,2,4]triazol-2(5H)-yl)cyclobutyl)pyrazolo[1,5-a]pyridine-7-carbonitrile